C(C=C)(=O)N1C[C@H]2N(C(C=3C=C(C(=C4C=NN(C34)CC2)C2=CC=C(C=3SC(=C(C32)C#N)N)F)F)=O)CC1 (S)-4-((S)-10-propenoyl-2-fluoro-14-oxo-8,8a,9,10,11,12-hexahydro-7H,14H-pyrazino[1',2':5,6][1,5]diazocino[3,2,1-hi]indazol-3-yl)-2-amino-7-fluorobenzo[b]thiophene-3-carbonitrile